C(CC=C)NC(OC)=O methyl but-3-en-1-ylcarbamate